(R)-2-azetidinemethanol hydrochloride Cl.N1[C@H](CC1)CO